methylimino chloride CN(Cl)Cl